(2S,4R)-N-[1-(1,3-benzothiazol-2-yl)-4-piperidyl]-1-[(2S)-2-(4-cyclopropyltriazol-1-yl)-3,3-dimethyl-butanoyl]-4-hydroxy-pyrrolidine-2-carboxamide S1C(=NC2=C1C=CC=C2)N2CCC(CC2)NC(=O)[C@H]2N(C[C@@H](C2)O)C([C@H](C(C)(C)C)N2N=NC(=C2)C2CC2)=O